3-(6-Aminopyridin-3-yl)-N-(2,2-difluoroethyl)benzamide NC1=CC=C(C=N1)C=1C=C(C(=O)NCC(F)F)C=CC1